CN(CCS(=O)(=O)CC1=CC=C(N)C=C1)C 4-{[2-(dimethylamino)ethanesulfonyl]methyl}aniline